N[C@@H]1C[C@H](CCC1)CNC1=NN(C(=C1)C1=CC(=C(C#N)C=C1)F)C1=CC=C(C=C1)N1CCCC1 4-(3-((((1S,3S)-3-aminocyclohexyl)methyl)amino)-1-(4-(pyrrolidin-1-yl)phenyl)-1H-pyrazol-5-yl)-2-fluorobenzonitrile